NC1=NC=NN2C1=NC=C2C=2C=C(C=CC2C)S(=O)(=O)N2CCC(CC2)O 1-{[3-(4-Aminoimidazo[2,1-f][1,2,4]triazin-7-yl)-4-methylphenyl]sulfonyl}piperidin-4-ol